4-fluoro-5-(1H-imidazol-4-yl)-1-methyl-1H-indazole FC1=C2C=NN(C2=CC=C1C=1N=CNC1)C